(S)-2-(4-(2-(2,6-dimethylpyridin-4-yl)-3-isopropyl-1H-indol-5-yl)piperidin-1-yl)-N-(1-hydroxy-4-methylpent-2-yl)acetamide CC1=NC(=CC(=C1)C=1NC2=CC=C(C=C2C1C(C)C)C1CCN(CC1)CC(=O)N[C@H](CO)CC(C)C)C